C=C1C[C@H]2[C@@H]3CCC([C@@]3(C)CC[C@@H]2[C@]2(CCC(C=C12)=O)C)=O 6-methylene-androsta-4-ene-3,17-dione